FC(C(=O)N1CC2=CC=C(C(=C2CC1)F)[N+](=O)[O-])(F)F 2,2,2-trifluoro-1-(5-fluoro-6-nitro-3,4-dihydro-1H-isoquinolin-2-yl)ethanone